NC1=C2N=C(N(C2=NC=N1)CCCNS(=O)(=O)C(C)C)SC=1C=C2C(CCC2=CC1I)F Propane-2-sulfonic acid {3-[6-amino-8-(3-fluoro-6-iodo-indan-5-ylsulfanyl)-purin-9-yl]-propyl}-amide